C(C)C1N(CCCC1)C=1C(=NC=C(C1)CCCOC)Br Ethyl-1-(2-bromo-5-(3-methoxypropyl)pyridin-3-yl)piperidine